S(=O)(=O)(O)C1=C(C=C(C(=O)O)C=C1)C(=O)O 4-sulfoisophthalic acid